C(C1=C(C=CC=C1)N=C=O)C1=C(C=CC=C1)N=C=O 2,2'-Methylendiphenyldiisocyanat